C1(CC1)CNN1C(C2=CN=CC=C2C(=C1)C1=CC=CC=C1)=O (cyclopropylmethylamino)-4-phenyl-2,7-naphthyridin-1(2H)-one